FC(C1(CC1)N1N=NC(=C1)[C@H](C=1C(=NC(=CC1)C)C)NC=1C=C2C(=C(C=NC2=C(C1)C#N)C#N)NCC(C)(C)C)F (S)-6-(((1-(1-(difluoromethyl)cyclopropyl)-1H-1,2,3-triazol-4-yl)(2,6-dimethylpyridin-3-yl)methyl)amino)-4-(neopentylamino)quinoline-3,8-dicarbonitrile